7-phenyl-4,6-heptadienyl chloride C1(=CC=CC=C1)C=CC=CCCCCl